(R)-3-(2-Hydroxy-4-(prop-1-yn-1-yl)phenyl)-6-((1-(2-hydroxyethyl)piperidin-3-yl)amino)-4-methyl-1,2,4-triazine-5(4H)-one OC1=C(C=CC(=C1)C#CC)C1=NN=C(C(N1C)=O)N[C@H]1CN(CCC1)CCO